NC1CCN(CC1)C=1N(C(C(=C(N1)C1=CC(=C(C=C1)C#N)F)C1=CC=C(C=C1)OC)=O)CC(=O)O [2-(4-amino-piperidin-1-yl)-4-(4-cyano-3-fluoro-phenyl)-5-(4-methoxy-phenyl)-6-oxo-6H-pyrimidin-1-yl]-acetic acid